ethylcalcium phosphate P(=O)([O-])([O-])[O-].C(C)[Ca+].C(C)[Ca+].C(C)[Ca+]